CSCC1=CC=CC(=N1)NC1=NC2=CC=CC=C2C=N1 N-(6-((methylthio)methyl)pyridin-2-yl)quinazolin-2-amine